BrNC(=O)N N-bromo-urea